1-isopropyl-1-(2,2,2-trifluoroethyl)isourea C(C)(C)N(C(O)=N)CC(F)(F)F